cis-methyl-(3-methylpiperidin-4-yl)carbamic acid tert-butyl ester C(C)(C)(C)OC(N([C@@H]1[C@@H](CNCC1)C)C)=O